5-(3-(3-(benzyloxy)phenoxy)azetidin-1-yl)-5-methyl-2,2-diphenylhexanenitrile C(C1=CC=CC=C1)OC=1C=C(OC2CN(C2)C(CCC(C#N)(C2=CC=CC=C2)C2=CC=CC=C2)(C)C)C=CC1